4-(4-((1R,5S)-3,8-diazabicyclo[3.2.1]octan-3-yl)-2-((1-methylazetidin-2-yl)methoxy)quinazolin-7-yl)naphthalen-2-ol [C@H]12CN(C[C@H](CC1)N2)C2=NC(=NC1=CC(=CC=C21)C2=CC(=CC1=CC=CC=C21)O)OCC2N(CC2)C